N1(CCC1)C=1C=C(C=C(C1)F)N1C(=C2C(N(N=CC2=C1C)C1=NC=C(C=N1)F)=O)C 6-(3-(Azetidin-1-yl)-5-fluorophenyl)-2-(5-fluoropyrimidin-2-yl)-5,7-dimethyl-2,6-dihydro-1H-pyrrolo[3,4-d]pyridazin-1-one